(R)-6-(2-(3-chlorophenyl)-2-hydroxyacetyl)-2-(1-(3-(isothiazol-4-yl)phenyl)cyclopropyl)-3,5,6,7,8,9-hexahydro-4H-pyrimido[5,4-c]azepin-4-one ClC=1C=C(C=CC1)[C@H](C(=O)N1CC2=C(CCC1)N=C(NC2=O)C2(CC2)C2=CC(=CC=C2)C=2C=NSC2)O